N1=CC=C(C=C1)C=1C(=NNC1)C1=CC=C(OCC2=NC3=CC=CC=C3C(=C2)C(=O)O)C=C1 2-[[4-[4-(4-pyridinyl)-1H-pyrazol-3-yl]phenoxy]methyl]quinoline-4-carboxylic acid